3-[4-[2-[2-(difluoromethyl)azetidin-1-yl]-7,7-difluoro-5,6-dihydrocyclopenta[d]pyrimidin-4-yl]phenyl]oxetan-3-amine FC(C1N(CC1)C=1N=C(C2=C(N1)C(CC2)(F)F)C2=CC=C(C=C2)C2(COC2)N)F